4-aminoquinazoline-glutamate N[C@@H](CCC(=O)O)C(=O)O.NC1=NC=NC2=CC=CC=C12